2-(((3-hydroxypropyl)imino)methyl)phenol OCCCN=CC1=C(C=CC=C1)O